[Cr].[Ni].[Si].C[SiH](N[SiH](C)C)C 1,1,3,3-tetramethyl-disilazane silicon nickel-chromium